COC(CC(C=1C=C2C=NN(C2=CC1)C)C1=C2CCN(CC2=CC=C1)C(C1=CC=C(C=C1)OC)=O)=O (l)-3-(2-(4-Methoxybenzoyl)-1,2,3,4-tetrahydroisoquinolin-5-yl)-3-(1-methyl-1H-indazol-5-yl)propionic acid methyl ester